1-(4-methoxyphenyl)-1H-pyrazole COC1=CC=C(C=C1)N1N=CC=C1